C(C)N(C(O)=O)SC1=CC=C(C=C1)F ethyl-[(4-fluorophenyl)thio]carbamic acid